FC1(CCN(CC1)C=1C=C(C=CC1OC)N(S(=O)(=O)CC)C=1C=CC=C(C1)C1=CC=C(C=C1)C(F)(F)F)F N-(3-(4,4-difluoropiperidin-1-yl)-4-methoxyphenyl)-5-(ethylsulfonamido)-4'-(trifluoromethyl)-[1,1'-biphenyl]